O1CCOC2=C1C=CC(=C2)C(=O)N (1,4-benzodioxan-6-yl)carboxamide